N-(31-(9Z,12Z-octadecadienoyloxy)-hentriacontanoyl)-4R-hydroxysphinganine C(C=CC=CCCCCCCCCCCCCC)(=O)OCCCCCCCCCCCCCCCCCCCCCCCCCCCCCCC(=O)N[C@H](CO)[C@H](O)C(CCCCCCCCCCCCCC)O